2,4,5-Triamino-3-fluorobenzoic acid methyl ester COC(C1=C(C(=C(C(=C1)N)N)F)N)=O